C(CCCCC(CCCCCO)O)O Undecane-1,6,11-triol